ClC=1N=C2CCCNC2=CC1C(F)F 6-Chloro-7-(difluoromethyl)-1,2,3,4-tetrahydro-1,5-naphthyridine